CN1C=C(C2=CC=C(C=C12)C(=O)O)N1C(OCC1)=O 1-methyl-3-(2-oxooxazolidin-3-yl)-1H-indole-6-carboxylic acid